thiazolo[4,5-c]pyridin-7-ylboronic acid S1C=NC=2C=NC=C(C21)B(O)O